1-(4-(trifluoro-methyl)cyclohexyl)-1H-indol FC(C1CCC(CC1)N1C=CC2=CC=CC=C12)(F)F